O1C(=CC=C2C1=CC=1C=CC=CC12)C(=O)N indenopyranamide